C(CCCCCCCCCCCCCCC)(=O)OCCCCCC(OC(N(CCCN(C)C)CCCN(C)C)=O)CCCCCOC(CCCCCCCCCCCCCCC)=O 9-[3-(dimethylamino) propyl]-13-methyl-8-oxo-6-{5-[(1-oxohexadecyl) oxy] pentyl}-9,13-diaza-7-oxatetradec-1-yl hexadecanoate